[C@H]1(C=CCCC1)[C@@H]([C@]1(N(C([C@H]2[C@@]1(O[C@@H](C2)OC)C)=O)C(=O)OC(C)(C)C)C(=O)OC)O 5-(tert-butyl) 6-methyl (2s,3aR,6R,6aS)-6-((S)-((S)-cyclohex-2-en-1-yl)(hydroxy)methyl)-2-methoxy-6a-methyl-4-oxohexahydro-5H-furo[2,3-c]pyrrole-5,6-dicarboxylate